(2-((3-methylpyrrolidin-1-yl)methyl)phenyl)boronic acid CC1CN(CC1)CC1=C(C=CC=C1)B(O)O